N-((1s,3s)-3-(6-(((1-((1-((2-(2,6-dioxopiperidin-3-yl)-1,3-dioxoisoindolin-4-yl)glycyl)piperidin-4-yl)methyl)piperidin-4-yl)methyl)amino)-9H-purin-9-yl)cyclobutyl)acetamide O=C1NC(CC[C@@H]1N1C(C2=CC=CC(=C2C1=O)NCC(=O)N1CCC(CC1)CN1CCC(CC1)CNC1=C2N=CN(C2=NC=N1)C1CC(C1)NC(C)=O)=O)=O